C(C)(C)(C)OC(=O)N(CCC1=CC(=C(C(=O)OC)C=C1)C=O)CC1=CC(=C(C=C1)C=O)C(=O)OC methyl 4-(2-((tert-butoxycarbonyl)(4-formyl-3-(methoxycarbonyl)benzyl)amino)ethyl)-2-formylbenzoate